5-methoxy-2-[(4-methoxy-3,5-dimethyl-2-pyridinyl)methyl]sulfinyl-1H-benzimidazole COC1=CC2=C(NC(=N2)S(=O)CC2=NC=C(C(=C2C)OC)C)C=C1